C(C)N(C=1N=CC(=NC1C)C1=CNC2=C(C=CC=C12)C#N)CC(C)(C)O 3-[5-[ethyl(2-hydroxy-2-methylpropyl)amino]-6-methylpyrazin-2-yl]-1H-indole-7-carbonitrile